BrC1=CC=C(C=C1)S(=O)(=O)NC1=CC=C(C=C1)C=1C2=C(N=CN1)NC=C2 4-(4-((4-bromophenyl)sulfonamido)phenyl)-7H-pyrrolo[2,3-d]pyrimidin